C(#C)B1OC(CN(CC(O1)=O)C)=O 2-ethynyl-6-methyl-1,3,6,2-dioxazaborocane-4,8-dione